COCC(=O)N1CC(CC1C(=O)O)O The molecule is a 4-hydroxyproline substituted at N-1 by an methoxyacetyl group. It has a role as a metabolite. It derives from a 4-hydroxyproline.